(furan-2-yl)cyclopropane-1-carbonitrile O1C(=CC=C1)C1(CC1)C#N